tert-butyl (tert-butoxycarbonyl)(6,6-dimethyl-5-oxo-5,6,7,8-tetrahydronaphthalen-2-yl)carbamate C(C)(C)(C)OC(=O)N(C(OC(C)(C)C)=O)C1=CC=2CCC(C(C2C=C1)=O)(C)C